FC1=C(C(=CC(=C1)F)OC(C)C)C=1C2=C(C(=NC1C1=NN3C(CN([C@@H](C3)C)C(=O)OC(C)(C)C)=C1)OS(=O)(=O)C(F)(F)F)C=CS2 tert-butyl (6R)-2-(7-(2,4-difluoro-6-isopropoxyphenyl)-4-(((trifluoromethyl)sulfonyl)oxy)thieno[3,2-c]pyridin-6-yl)-6-methyl-6,7-dihydropyrazolo[1,5-a]pyrazine-5(4H)-carboxylate